methyl (E)-2-((4-bromo-2-chlorophenyl)amino)-4-(2-ethoxyvinyl)-1-methyl-6-oxo-1,6-dihydropyridine-3-carboxylate BrC1=CC(=C(C=C1)NC=1N(C(C=C(C1C(=O)OC)\C=C\OCC)=O)C)Cl